N-(5-chloro-6-(2H-1,2,3-triazol-2-yl)pyridin-3-yl)-2-ethyl-8,8-dimethyl-7,8-dihydro-6H-cyclopenta[e]pyrazolo[1,5-a]pyrimidine-6-carboxamide ClC=1C=C(C=NC1N1N=CC=N1)NC(=O)C1CC(C2=C1C=NC=1N2N=C(C1)CC)(C)C